(1aR,5aR)-2-(5-Bromo-pyrazin-2-yl)-1a,2,5,5a-tetrahydro-1H-2,3-diaza-cyclopropa[a]pentalene-4-carboxylic acid (2-hydroxy-1,1-dimethyl-ethyl)-amide OCC(C)(C)NC(=O)C=1C=2C[C@@H]3[C@H](C2N(N1)C1=NC=C(N=C1)Br)C3